2,3,9,10-tetrakis((diethylcarbamoyl)oxy)-5,6-dihydroisoquinolino[3,2-a]isoquinolin-7-ium C(C)N(C(=O)OC=1C(=CC=2CC[N+]3=C(C2C1)C=C1C=CC(=C(C1=C3)OC(N(CC)CC)=O)OC(N(CC)CC)=O)OC(N(CC)CC)=O)CC